C1(CC1)CN(C1CCC(CC1)N(C1=C(C(N(C=2C=CC(=NC12)C#N)C)=O)C#N)C)C=1C=C2COCC2=CC1 8-((4-((cyclopropylmethyl)(1,3-dihydroisobenzofuran-5-yl)amino)cyclohexyl)(methyl)amino)-5-methyl-6-oxo-5,6-dihydro-1,5-naphthyridine-2,7-dicarbonitrile